[Sn].[I] iodine tin